C1(CCCCC1)P(C=1NC2=CC=CC=C2C1)C1CCCCC1 2-(dicyclohexylphosphino)indole